C1=CC=CC=2C3=CC=CC=C3C(C12)COC(/C=C/C(=O)O)=O (E)-4-((9H-fluoren-9-yl)methoxy)-4-oxobut-2-enoic acid